1-(tert-butyl) 2-methyl 4-(4-((4-([1,2,4]triazolo[1,5-a]pyridin-7-yloxy)-3-methylphenyl)amino)-7-bromopyrido[3,2-d]pyrimidin-6-yl)-1,4-diazepane-1,2-dicarboxylate N=1C=NN2C1C=C(C=C2)OC2=C(C=C(C=C2)NC=2C1=C(N=CN2)C=C(C(=N1)N1CC(N(CCC1)C(=O)OC(C)(C)C)C(=O)OC)Br)C